COC(=O)C1=C(C=CC2=C1NC(=N2)C(F)(F)F)NC(=O)OC(C)(C)C 6-((tert-butoxycarbonyl)amino)-2-(trifluoromethyl)-1H-benzo[d]Imidazole-7-carboxylic acid methyl ester